BrC1(CC=CC=C1)Br 3-bromo-3-bromobenzene